C(C)C1=C(C(=C(C=C1)O)CCCCCC)CC bisethylhexylphenol